CC1=C(C=C(C=C1)S(=O)(=O)N1C(C=2N(CC1)C=NN2)C)C2=CN=C1C(=NC=NN12)N 7-(2-methyl-5-((8-methyl-5,6-dihydro-[1,2,4]triazolo[4,3-a]pyrazin-7(8H)-yl)sulfonyl)phenyl)imidazo[2,1-f][1,2,4]triazin-4-amine